COC(C)(C)C1C(C1)C(=O)N 2-(2-methoxypropan-2-yl)cyclopropane-1-carboxamide